FC(COC=1C(=NC=C(C1)F)OC=1C=CC2=C(N(C(=N2)C(=O)NC2(CCS(CC2)(=O)=O)C)C)C1)F 6-((3-(2,2-difluoroethoxy)-5-fluoropyridin-2-yl)oxy)-1-methyl-N-(4-methyl-1,1-dioxidotetrahydro-2H-thiopyran-4-yl)-1H-benzo[d]imidazole-2-carboxamide